(E)-3-(2-hydroxyethyl)-11,11,17,21,25,29-hexamethyl-13-pentadecyl-10,12,14-trioxa-3-aza-11-silatriacont-16-en-1-ol OCCN(CCO)CCCCCCO[Si](OC(OC\C=C(\CCCC(CCCC(CCCC(C)C)C)C)/C)CCCCCCCCCCCCCCC)(C)C